1-(3,4-dichlorobenzyl)-5-(2-(3-(2,4-difluorobenzyloxy)-3-phenylpropylsulfonyl)-6-methylpyrimidin-4-yl)-3-fluoropyridin-2(1H)-one ClC=1C=C(CN2C(C(=CC(=C2)C2=NC(=NC(=C2)C)S(=O)(=O)CCC(C2=CC=CC=C2)OCC2=C(C=C(C=C2)F)F)F)=O)C=CC1Cl